N-(2-fluoro-2-Methylpropyl)-8,9-dihydro-7H-cyclopenta[H]Cinnoline FC(CN1NC=CC2=CC=C3C(=C12)CCC3)(C)C